FC1(CCNCC1)CNC1=NN2C(C=3OCCCC13)=NC(=C2C2=CC=NC=C2)C (4-Fluoro-piperidin-4-ylmethyl)-(2-methyl-3-pyridin-4-yl-7,8-dihydro-6H-9-oxa-1,3a,4-triaza-cyclopenta[a]naphthalen-5-yl)-amine